N-(cyanomethyl)-4-(5-fluoro-2-(4-morpholinophenyl-amino)pyrimidin-4-yl)benzamide C(#N)CNC(C1=CC=C(C=C1)C1=NC(=NC=C1F)NC1=CC=C(C=C1)N1CCOCC1)=O